COC=1C=C2CCC(N(C2=CC1OC)CC1=CC=C(C=C1)NS(=O)(=O)N)=O N-(4-((6,7-dimethoxy-2-oxo-3,4-dihydroquinolin-1(2H)-yl)methyl)phenyl)sulfamide